N-trans-{3-[1-(2-nitrophenyl)-1H-pyrrol-2-yl]-allylidene}-aminoguanidine acetate C(C)(=O)O.[N+](=O)([O-])C1=C(C=CC=C1)N1C(=CC=C1)C=CC=NC(NN)=N